[Si](C1=CC=CC=C1)(C1=CC=CC=C1)(C(C)(C)C)OCC1CCC(CC1)OCCCS(=O)(=O)C1=CC(=C(NC=2N=CC3=C(N2)N(C(C(=C3)Cl)=O)C3CCCC3)C=C1)C 2-[4-[3-[4-[[Tert-butyl(diphenyl)silyl]oxymethyl]cyclohexoxy]propylsulfonyl]-2-methyl-anilino]-6-chloro-8-cyclopentyl-pyrido[2,3-d]pyrimidin-7-one